(E)-N,N-dimethyl-4-[2-[5-[(Z)-4,4,4-trifluoro-1-(3-fluoro-2H-indazol-5-yl)-2-phenylbut-1-enyl]pyridin-2-yl]oxyethylamino]but-2-enamide CN(C(\C=C\CNCCOC1=NC=C(C=C1)\C(=C(\CC(F)(F)F)/C1=CC=CC=C1)\C1=CC2=C(NN=C2C=C1)F)=O)C